N-(cyclohexyl(3-phenylbicyclo[1.1.1]pentan-1-yl)methyl)-2-methylpropane-2-sulfinamide C1(CCCCC1)C(NS(=O)C(C)(C)C)C12CC(C1)(C2)C2=CC=CC=C2